ClC1=NC=2N(C(=C1)N1CC(C(C1)(F)F)(F)F)N=CC2 5-chloro-7-(3,3,4,4-tetrafluoropyrrolidin-1-yl)pyrazolo[1,5-a]pyrimidine